N-[tris(3-acrylamidopropoxymethyl)methyl]acrylamide C(C=C)(=O)NCCCOCC(NC(C=C)=O)(COCCCNC(C=C)=O)COCCCNC(C=C)=O